diadamantylmorpholinophenylphosphine C12(CC3CC(CC(C1)C3)C2)C=2C(=C(C=CC2)PN2CCOCC2)C23CC1CC(CC(C2)C1)C3